(R)-5-(4-((1-(3-(1,1-difluoro-2-hydroxyethyl)-5-fluorophenyl)ethyl)amino)-7-methyl-2-(trifluoromethyl)-7H-pyrazolo[3,4-h]quinazolin-6-yl)-1-methylpyridin-2(1H)-one FC(CO)(F)C=1C=C(C=C(C1)F)[C@@H](C)NC1=NC(=NC2=C3C(=C(C=C12)C=1C=CC(N(C1)C)=O)N(N=C3)C)C(F)(F)F